ClC1=CC(=C(C(=O)N)C=C1Cl)OC1=C(C=C(C=C1)F)C 4,5-dichloro-2-(4-fluoro-2-methylphenoxy)benzamide